C1(CC1)CN1C[C@@H](CC1)N1C2=C(C(C3=CC(=CC=C13)F)=O)C1=CC3=C(C(N1C2)=O)COC([C@]3(O)CC)=O (S)-11-((R)-1-(cyclopropylmethyl)pyrrolidin-3-yl)-4-ethyl-8-fluoro-4-hydroxy-1H-pyrano[3',4':6,7]indolizino[2,1-b]quinoline-3,6,14(4H,11H,12H)-trione